7-(6-(bis(4-methoxybenzyl)amino)-4-methyl-3-(trifluoromethyl)pyridin-2-yl)-6-chloro-8-fluoro-2-(((S)-1-methylpyrrolidin-2-yl)methoxy)quinazolin-4(3H)-one COC1=CC=C(CN(C2=CC(=C(C(=N2)C2=C(C=C3C(NC(=NC3=C2F)OC[C@H]2N(CCC2)C)=O)Cl)C(F)(F)F)C)CC2=CC=C(C=C2)OC)C=C1